2,3-difluoropyrazine FC1=NC=CN=C1F